5,7,3'-trihydroxy-6,8,4'-trimethoxyflavone OC1=C2C(C=C(OC2=C(C(=C1OC)O)OC)C1=CC(=C(C=C1)OC)O)=O